5-chloro-3-(4-chlorophenylamino)-N-methoxy-N-methylpyrazine-2-carboxamide ClC=1N=C(C(=NC1)C(=O)N(C)OC)NC1=CC=C(C=C1)Cl